S1S[C@@H](CC1)CCCCC(=O)O[C@](C(=O)NC=1C=NC(=C(C1)C(F)(F)F)C#N)(COC1=CC=C(C=C1)C#N)C (S)-1-((6-cyano-5-(trifluoromethyl)pyridin-3-yl)amino)-3-(4-cyanophenoxy)-2-methyl-1-oxopropan-2-yl 5-((R)-1,2-dithiolan-3-yl)pentanoate